2-(2-chlorophenyl)-N-{4-[5-(difluoromethoxy)pyridin-3-yl]-3-sulfamoylphenyl}acetamide ClC1=C(C=CC=C1)CC(=O)NC1=CC(=C(C=C1)C=1C=NC=C(C1)OC(F)F)S(N)(=O)=O